NC1=NC=C(C2=C1C(=NN2)C#CC2=C(C(=CC(=C2F)OC)OC)F)C(=O)NC(C)C 4-amino-3-((2,6-difluoro-3,5-dimethoxyphenyl)ethynyl)-N-isopropyl-1H-pyrazolo[4,3-c]pyridine-7-carboxamide